pyrrolidine-2,3-dione N1C(C(CC1)=O)=O